N,N-dimethyl-2-((6-phenylpyridin-3-yl)oxy)ethan-1-amine CN(CCOC=1C=NC(=CC1)C1=CC=CC=C1)C